(8S,11S,13S,14S,17S)-3-butoxy-11-(4-(cyclopropylsulfonyl)phenyl)-17-(1,1-difluoroprop-2-yn-1-yl)-13-methyl-7,8,9,11,12,13,14,15,16,17-decahydro-6H-cyclopenta[a]phenanthren-17-ol C(CCC)OC=1C=CC=2C3[C@H](C[C@@]4([C@](CC[C@H]4[C@@H]3CCC2C1)(O)C(C#C)(F)F)C)C1=CC=C(C=C1)S(=O)(=O)C1CC1